ClC1=C(OCC(=O)[O-])C=CC(=C1)Cl.C(C)(C)C1=C(C(=CC=C1)C(C)C)N1C=[N+](C=C1)C1=C(C=CC=C1C(C)C)C(C)C 1,3-bis-(2,6-diisopropylphenyl)imidazolium 2,4-dichloro-phenoxyacetate